BrC1=CC(=C(C=N1)N1NC=NC1=O)C (6-bromo-4-methyl-3-pyridinyl)-1H-1,2,4-triazol-5-one